6-(methylamino)-N-(4-((3-oxomorpholino)methyl)phenyl)naphthalene-1-sulfonamide CNC=1C=C2C=CC=C(C2=CC1)S(=O)(=O)NC1=CC=C(C=C1)CN1C(COCC1)=O